C(C)OC(C[C@H](N1N=C(C=C1)CCCC1=NC=2NCCCC2C=C1)C=1C=NC(=CC1)OC)=O (S)-3-(6-methoxypyridin-3-yl)-3-(3-(3-(5,6,7,8-tetrahydro-1,8-naphthyridin-2-yl)propyl)-1H-pyrazol-1-yl)propionic acid ethyl ester